NC1=NC=2C=CC(=CC2C2=C1C(OC2)C)C(=O)N(CC2=NC=C(C=C2)C(F)(F)F)CC2CCC(CC2)O 4-amino-N-(((1r,4r)-4-hydroxycyclohexyl)methyl)-3-methyl-N-((5-(trifluoromethyl)pyridin-2-yl)methyl)-1,3-dihydrofuro[3,4-c]quinoline-8-carboxamide